3-{4-[4-(4-methoxybenzyloxy)thiophen-3-yl]-1H-1,2,3-triazol-1-yl}piperidine-2,6-dione COC1=CC=C(COC=2C(=CSC2)C=2N=NN(C2)C2C(NC(CC2)=O)=O)C=C1